Cl.Cl.N[C@@H](COC1=C(C=2C=CC=NC2C(=C1)F)C(=O)OCC1=CC=CC=C1)CC1=NC(=CC=C1)OC benzyl (R)-6-(2-amino-3-(6-methoxypyridin-2-yl)propoxy)-8-fluoroquinoline-5-carboxylate dihydrochloride